C[C@@H]1O[C@@H](CN(C1)C1=NOC(=C1)C=1C(=C(C=CC1)C1=CC=C(C=C1)NC(C)=O)OC)C N-(3'-(3-((2S,6R)-2,6-Dimethylmorpholino)isoxazol-5-yl)-2'-methoxy-[1,1'-biphenyl]-4-yl)acetamide